COC(=O)C1=C(NC(=C1)C1=C2C(=NC=C1)N(C=C2)S(=O)(=O)C2=CC=CC=C2)C2=CC(=CC=C2)F 2-(3-fluorophenyl)-5-[1-(benzenesulfonyl)-1H-pyrrolo[2,3-b]pyridin-4-yl]-1H-pyrrole-3-carboxylic acid methyl ester